N-(1-ethyl)-1-thiophenesulfonamide C(C)NS(=O)(=O)S1C=CC=C1